NC=1C2=C(N=CN1)C(=CC(=N2)C=2C=C(C=CC2)C#C[C@@]2(C(N(CC2)C)=O)O)C2CCOCC2 (S)-3-((3-(4-Amino-8-(tetrahydro-2H-pyran-4-yl)pyrido[3,2-d]pyrimidin-6-yl)phenyl)ethynyl)-3-hydroxy-1-methylpyrrolidin-2-one